BrC1=CC=CC(=N1)C1(CCN(CC1)C(=O)OC(C)(C)C)C#N tert-butyl 4-(6-bromopyridin-2-yl)-4-cyanopiperidine-1-carboxylate